ClCC(=C)C 3-chloro-2-methylpropene